racemic-tert-butyl (tert-butoxycarbonyl)(7-(2-fluoro-3-(1-(1-(pyridin-3-yl)ethyl)-1H-pyrazol-4-yl)phenyl)-[1,2,4]triazolo[1,5-a]pyridin-2-yl)carbamate C(C)(C)(C)OC(=O)N(C(OC(C)(C)C)=O)C1=NN2C(C=C(C=C2)C2=C(C(=CC=C2)C=2C=NN(C2)[C@H](C)C=2C=NC=CC2)F)=N1 |r|